2,3-difluoro-N-hydroxy-6-(trifluoromethyl)benzamide FC1=C(C(=O)NO)C(=CC=C1F)C(F)(F)F